4-(3-methyl-2-oxo-1,3-benzoxazol-7-yl)piperidine-1-carboxylic acid tert-butyl ester C(C)(C)(C)OC(=O)N1CCC(CC1)C1=CC=CC=2N(C(OC21)=O)C